CC1=NC=CC=C1CNC1=NC(=NC=C1C(=O)N)NC=1C=NN(C1)C 4-(((2-methyl-pyridin-3-yl)methyl)amino)-2-((1-methyl-1H-pyrazol-4-yl)amino)pyrimidin-5-carboxamide